C(#N)C=1C=C(COC=2C(=C3CCCC3=C(C2)OCC=2C(=C(C=CC2)C2=CC=CC=C2)C)CN2CC3=C(CC2)NN=C3C(=O)O)C=CC1 5-((5-((3-cyanobenzyl)oxy)-7-((2-methyl-[1,1'-biphenyl]-3-yl)methoxy)-2,3-dihydro-1H-inden-4-yl)methyl)-4,5,6,7-tetrahydro-1H-pyrazolo[4,3-c]pyridine-3-carboxylic acid